3,5-difluoro-4-(4-fluorophenoxy)benzenesulfonyl chloride FC=1C=C(C=C(C1OC1=CC=C(C=C1)F)F)S(=O)(=O)Cl